C(C)(C)(C)C1N(CCC(C1)C=C)C(=O)OC1CN(CC1)C1=NC(=NC(=C1)C1=CC=C(C=C1)Cl)C1=CC=NC(=C1)F (6-(4-chlorophenyl)-2-(6-fluoropyridin-4-yl)pyrimidin-4-yl)pyrrolidin-3-ol tert-butyl-4-vinylpiperidine-1-carboxylate